N-(6-amino-5-methylpyridin-3-yl)-2-(2-(4-fluorophenyl)-4-isobutyryl-5-methylpiperazin-1-yl)-2-oxoacetamide NC1=C(C=C(C=N1)NC(C(=O)N1C(CN(C(C1)C)C(C(C)C)=O)C1=CC=C(C=C1)F)=O)C